4-(7,7-difluoro-2-(2-methylazetidin-1-yl)-6,7-dihydro-5H-cyclopenta[d]pyrimidin-4-yl)-3-(piperazin-1-yl)propan-1,3-dione FC1(CCC2=C1N=C(N=C2N2CCN(CC2)C(CC=O)=O)N2C(CC2)C)F